C1(=CC=CC=C1)C(N1N=NN=C1C1=C(C=CC(=C1)CBr)C1=CC=CC=C1)(C1=CC=CC=C1)C1=CC=CC=C1 N-(triphenylmethyl)-5-(4-bromomethyl-biphenyl-2-yl)tetrazole